C1(CCC1)N1C(=NC2=NC(=NC(=C12)N1CCOCCC1)OC[C@]12CCCN2C[C@@H](C1)F)C(=O)C1=CC(=CC2=CC=C(C(=C12)C#C)F)OCOC [7-Cyclobutyl-2-{[(2R,7aS)-2-fluorotetrahydro-1H-pyrrolizin-7a(5H)-yl]methoxy}-6-(1,4-oxazepan-4-yl)-7H-purin-8-yl][8-ethynyl-7-fluoro-3-(methoxymethoxy)naphthalen-1-yl]methanone